N-(tert-Butyloxycarbonyl)-N-(3-cyanopropyl)glycine ethyl ester C(C)OC(CN(CCCC#N)C(=O)OC(C)(C)C)=O